2-[2-(methylamino)acetamido]imidazo[1,2-b]pyridazin CNCC(=O)NC=1N=C2N(N=CC=C2)C1